C(C)(C)C1=C(C(=CC=C1)N(C)C)N 3-isopropyl-N1,N1-dimethylbenzene-1,2-diamine